O1CC(CC2=CC=CC=C12)C(=O)C1=CN(C2=CC(=CC=C12)C1=CNC2=NC=CC=C21)CCO Chroman-3-yl-[1-(2-hydroxyethyl)-6-(1H-pyrrolo[2,3-b]pyridin-3-yl)indol-3-yl]methanone